3-BUTENYL ISOTHIOCYANATE C(CC=C)N=C=S